3-[[(1R)-1-[2-(3-Fluorophenyl)-3,6-dimethyl-4-oxo-chromen-8-yl]ethyl]amino]-6-methyl-pyridine-2-carboxylic acid FC=1C=C(C=CC1)C=1OC2=C(C=C(C=C2C(C1C)=O)C)[C@@H](C)NC=1C(=NC(=CC1)C)C(=O)O